C1(CC1)COC1=CC(=C(C=C1)C1=C(C(=CN1S(=O)(=O)C=1C=NC=CC1)CNC)OC)F 1-(5-(4-(cyclopropylmethoxy)-2-fluorophenyl)-4-methoxy-1-(pyridin-3-ylsulfonyl)-1H-pyrrol-3-yl)-N-methyl-methylamine